(S)-6-chloro-1-(2-chlorophenyl)-7-cyclopropyl-4-((2-hydroxypropyl)amino)quinazolin-2(1H)-one ClC=1C=C2C(=NC(N(C2=CC1C1CC1)C1=C(C=CC=C1)Cl)=O)NC[C@H](C)O